6-bromo-3-[tert-butyl(dimethyl)silyl]oxy-2-methyl-aniline BrC1=CC=C(C(=C1N)C)O[Si](C)(C)C(C)(C)C